CC1=NC(=NC=C1S(=O)(=O)N1CC2(C1)CC(C2)NC2COC2)C(F)(F)F 2-((4-methyl-2-(trifluoromethyl)pyrimidin-5-yl)sulfonyl)-N-(oxetan-3-yl)-2-azaspiro[3.3]heptan-6-amine